FC1(C(C2=C(N(C=C2C(F)(F)F)C=2C=CC(=C(C#N)C2)F)C1)=O)F 5-(5,5-difluoro-4-oxo-3-(trifluoromethyl)-5,6-dihydro-cyclopenta[b]pyrrol-1(4H)-yl)-2-fluorobenzonitrile